(3R*,4R*)-1-Cyclohexyl-4-{[5-(2,4,6-trifluoro-phenyl)-isoxazole-3-carbonyl]-amino}-piperidine-3-carboxylic acid (1-pyridin-2-yl-cyclopropyl)-amide N1=C(C=CC=C1)C1(CC1)NC(=O)[C@@H]1CN(CC[C@H]1NC(=O)C1=NOC(=C1)C1=C(C=C(C=C1F)F)F)C1CCCCC1 |o1:12,17|